NC1=NC=NN2C1=C(C(=N2)C2=CC=C(C=C2)NC(C(=C)F)=O)C2=CC(=C(C(=O)NC1(CC1)C)C=C2)OC 4-(4-amino-6-(4-(2-fluoroacrylamido)phenyl)pyrazolo[5,1-f][1,2,4]triazin-5-yl)-2-methoxy-N-(1-methylcyclopropyl)benzamide